C(CCCCCCCC)C1=C(C(=C(C=C1)[SiH2]OCCOCC)CCCCCCCCC)CCCCCCCCC trinonylphenyl-(2-ethoxyethoxy)silane